3-[2-(2-amino-3-pyridyl)ethynyl]-N-(4,4-difluoro-6,7-dihydro-5H-pyrazolo[1,5-a]pyridin-2-yl)-4-methyl-benzamide NC1=NC=CC=C1C#CC=1C=C(C(=O)NC2=NN3C(C(CCC3)(F)F)=C2)C=CC1C